N(=[N+]=[N-])C=1C=CC(=C(C(=O)N=C=S)C1)[N+](=O)[O-] 5-azido-2-nitrobenzoic acid, isothiocyanate